para-xyleneformaldehyde methyl-(3R)-3-(tert-butoxycarbonylamino)-5-[[4-(cyclopentoxy)phenyl]methyl]-4-oxo-2,3-dihydro-1,5-benzothiazepine-7-carboxylate COC(=O)C=1C=CC2=C(N(C([C@H](CS2)NC(=O)OC(C)(C)C)=O)CC2=CC=C(C=C2)OC2CCCC2)C1.C=1(C(=CC(=CC1)C)C=O)C